FC1=C(CC=2C=C3C(=NC2CO)C(CN3)(C)C)C=CC(=C1)F [6-(2,4-Difluoro-benzyl)-3,3-dimethyl-2,3-dihydro-1H-pyrrolo[3,2-b]pyridin-5-yl]-methanol